6-fluoro-7-nitroisoquinolin-1(2H)-one FC=1C=C2C=CNC(C2=CC1[N+](=O)[O-])=O